1-((S)-7-((5-(5-(difluoromethyl)-1-methyl-1H-1,2,4-triazol-3-yl)-6-methylpyridin-2-yl)amino)-5-azaspiro[2.4]heptan-5-yl)-2-(5-fluoro-2-methoxypyridin-4-yl)propan-1-one FC(C1=NC(=NN1C)C=1C=CC(=NC1C)N[C@@H]1CN(CC12CC2)C(C(C)C2=CC(=NC=C2F)OC)=O)F